2-[(4-methoxybenzyl)(4-dimethylaminobenzyl)aminocarbonyloxyethoxy]pyridine COC1=CC=C(CC(COC2=NC=CC=C2)OC(=O)NCC2=CC=C(C=C2)N(C)C)C=C1